4-(4-(2-chlorophenyl)piperazin-1-yl)-6-phenylpyridin-2-amine ClC1=C(C=CC=C1)N1CCN(CC1)C1=CC(=NC(=C1)C1=CC=CC=C1)N